(1S,2S)-2-(3-chlorophenyl)-N-(6-(((6-cyclopropyl-8-(1,1-dioxidothiomorpholino)imidazo[1,2-a]pyridin-2-yl)methyl)amino)pyrimidin-4-yl)cyclopropane-1-carboxamide ClC=1C=C(C=CC1)[C@@H]1[C@H](C1)C(=O)NC1=NC=NC(=C1)NCC=1N=C2N(C=C(C=C2N2CCS(CC2)(=O)=O)C2CC2)C1